(1S,3aR,6aS)-N-((R)-1-cyano-2-((R)-2-oxopiperidin-3-yl)ethyl)-5,5-difluoro-2-(4-fluoro-1H-indole-2-carbonyl)octahydrocyclopenta[c]pyrrole-1-carboxamide C(#N)[C@@H](C[C@@H]1C(NCCC1)=O)NC(=O)[C@H]1N(C[C@H]2[C@@H]1CC(C2)(F)F)C(=O)C=2NC1=CC=CC(=C1C2)F